2,4,5-trichlorophenoxyacetic acid copper [Cu].ClC1=C(OCC(=O)O)C=C(C(=C1)Cl)Cl